2,2,2-trifluoroethyl chloroacrylate ClC(C(=O)OCC(F)(F)F)=C